tert-Butyl (E)-3-(4-(pyrazolo[1,5-b]pyridazin-3-yl)-1H-pyrrolo[2,3-b]pyridin-2-yl)acrylate N1=CC(=C2N1N=CC=C2)C2=C1C(=NC=C2)NC(=C1)/C=C/C(=O)OC(C)(C)C